CN1CCC(CC1)NC(=O)C=1C=NN2C1C=C(C=C2)C2=CNC=1N=C(N=CC12)NC1=CC=NC=C1 N-(1-methylpiperidin-4-yl)-5-(2-(pyridin-4-ylamino)-7H-pyrrolo[2,3-d]pyrimidin-5-yl)pyrazolo[1,5-a]pyridine-3-carboxamide